(S)-pyrrolidin-3-amine dihydrochloride Cl.Cl.N1C[C@H](CC1)N